3-(1-methyl-2-(piperazin-1-ylmethyl)-1H-benzo[d]imidazol-5-yl)piperidine-2,6-dione CN1C(=NC2=C1C=CC(=C2)C2C(NC(CC2)=O)=O)CN2CCNCC2